FCOF.COC1=CC=C(C=N1)C1=NN(C(=C1)C(F)(F)F)C1CC2(CN(C2)C=O)C1 (6-(3-(6-methoxypyridin-3-yl)-5-(trifluoromethyl)-1H-pyrazol-1-yl)-2-azaspiro[3.3]heptan-2-yl)methanone monofluoromethyl-hypofluorite